CN(C)CCOCCN(C)C di(dimethylaminoethyl) ether